1-(2-chloro-4-((2,4-dimethoxybenzyl)amino)-5-fluorophenyl)cyclopropan-1-ol ClC1=C(C=C(C(=C1)NCC1=C(C=C(C=C1)OC)OC)F)C1(CC1)O